C(C)(C)(C)OC(=O)N1[C@H](CC(CC1)(O)C1=C(C=C2C(=NN(C2=C1)C)N1C(NC(CC1)=O)=O)F)C (2S)-4-(3-(2,4-dioxotetrahydropyrimidin-1(2H)-yl)-5-fluoro-1-methyl-1H-indazol-6-yl)-4-hydroxy-2-methylpiperidine-1-carboxylic acid tert-butyl ester